(E)-2-(bromomethyl)but-2-enenitrile BrC\C(\C#N)=C\C